tert-butyl 14-((tetrahydro-2H-pyran-4-yl)amino)-3,6,9,12-tetraoxatetradecanoate O1CCC(CC1)NCCOCCOCCOCCOCC(=O)OC(C)(C)C